N1(C=NC=C1)C(C)C 2-(1H-imidazole-1-yl)propane